(S)-2-amino-N-((S)-1-(((S)-4-ethyl-4-hydroxy-3-oxo-14-thioxo-3,4,12,14-tetrahydro-1H-pyrano[3',4':6,7]indolizino[1,2-b]quinolin-9-yl)amino)-1-oxopropan-2-yl)propanamide N[C@H](C(=O)N[C@H](C(=O)NC1=CC=2C=C3C(=NC2C=C1)C1=CC2=C(C(N1C3)=S)COC([C@]2(O)CC)=O)C)C